C(C)OC=1C=CC(=C(C1)C=1NC2=C(N1)C=CC=C2)O 2-(5-ethoxy-2-hydroxyphenyl)benzimidazole